CC=1OC=CC1C1=C2C(NC(C2=CC=C1C=1C(=NN(C1C(=O)N)C1=NC=CC=C1Cl)Br)=O)=O (2-methylfuryl-1,3-dioxo-5-isoindolyl)-3-bromo-1-(3-chloro-2-pyridyl)-1H-pyrazole-5-carboxamide